C1(CCCC1)[C@@H](C(=O)NC)NC(C(=O)C1=C(C(=C(N1C)C)C(=O)NC1=CC(=C(C=C1)F)C)C)=O (S)-5-(2-((1-cyclopentyl-2-(methylamino)-2-oxoethyl)amino)-2-oxoacetyl)-N-(4-fluoro-3-methylphenyl)-1,2,4-trimethyl-1H-pyrrole-3-carboxamide